1-dimethylamino-1,1,3,3-tetramethyldisiloxane CN([Si](O[SiH](C)C)(C)C)C